(3S,4R)-4-({7-[5-(2,2-difluoroethyl)pyridin-2-yl]pyrrolo[2,1-f][1,2,4]triazin-2-yl}amino)oxan-3-ol FC(CC=1C=CC(=NC1)C1=CC=C2C=NC(=NN21)N[C@H]2[C@@H](COCC2)O)F